C1[C@@H](NCC1O)C(=O)O The molecule is the D-stereoisomer of 4-hydroxyproline. It is a D-proline derivative and a 4-hydroxyproline. It is an enantiomer of a 4-hydroxy-L-proline.